ethylenediamine tetraacetate (acetate) C(C)(=O)O.C(C)(=O)ON(CCN(OC(C)=O)OC(C)=O)OC(C)=O